1,1,1,2,2,3,3,4,4,5,5,6,6,7,7,8,8-heptadecafluorotridecane FC(C(C(C(C(C(C(C(CCCCC)(F)F)(F)F)(F)F)(F)F)(F)F)(F)F)(F)F)(F)F